N1(C=NC=C1)C(=S)OC(C(C(=O)OCC)(F)F)CCN1C(C2=CC=CC=C2C1=O)=O ethyl 3-((1H-imidazole-1-carbonothioyl) oxy)-5-(1,3-dioxoisoindolin-2-yl)-2,2-difluoropentanoate